C(CC(=O)C)(=O)O.C(C)N(CC)CC triethylamine acetoacetate salt